(acryl)-lysine C(=O)(C=C)N[C@@H](CCCCN)C(=O)O